NC1=C2N=CN(C2=NC(=N1)Cl)C1CCC(CC1)C(=O)N(C)C=1SC=C(N1)CC(=O)N 4-(6-amino-2-chloro-9H-purin-9-yl)-N-[4-(2-amino-2-oxoethyl)-1,3-thiazol-2-yl]-N-methylcyclohexanecarboxamide